C1(=CC=CC=C1)C=1C=NN=NC1 5-phenyl-1,2,3-triazine